OC[C@H](CB(OC(CO)C)O)C=1C=NC=C(C1)C1=CC(=C(C=C1)OC)OCCC 1-hydroxypropan-2-yl hydrogen ((R)-3-hydroxy-2-(5-(4-methoxy-3-propoxyphenyl)pyridin-3-yl)propyl)boronate